6-bromo-2-(chloromethyl)benzo[d]oxazole BrC1=CC2=C(N=C(O2)CCl)C=C1